NC1CCN(CC1)CCCCN(C=1SC(=C(N1)C(=O)O)CCCOC1=C(C=C(C=C1)C#CCN(C)C)F)C=1N=NC(=C(C1)C)NC=1SC2=C(N1)C=CC=C2 2-[4-(4-Amino-1-piperidyl)butyl-[6-(1,3-benzothiazol-2-ylamino)-5-methyl-pyridazin-3-yl]amino]-5-[3-[4-[3-(dimethylamino)prop-1-ynyl]-2-fluoro-phenoxy]propyl]thiazole-4-carboxylic acid